uridinate [C@]1([C@H](O)[C@H](O)[C@@H](CO)O1)(N1C(=O)NC(=O)C=C1)C(=O)[O-]